2-Cyano-6-oxo-1-propyl-8-[1-(3-trifluoromethyl-benzyl)-1H-pyrazol-4-yl]-1,6-dihydro-purin-7-ylmethyl butyrate C(CCC)(=O)OCN1C(=NC=2N=C(N(C(C12)=O)CCC)C#N)C=1C=NN(C1)CC1=CC(=CC=C1)C(F)(F)F